2-chloro-5-(4-methoxy-2-nitrophenyl)pyrimidine ClC1=NC=C(C=N1)C1=C(C=C(C=C1)OC)[N+](=O)[O-]